N1(N=CC=C1)CC1=CC=C(C(N1)=O)C(=O)O 6-((1H-Pyrazol-1-yl)methyl)-2-oxo-1,2-dihydropyridine-3-carboxylic acid